5-(3-cyclopropylpyrazolo[1,5-a]pyrimidin-5-yl)-N-((1-fluorocyclopropyl)methyl)-7H-pyrrolo[2,3-d]pyrimidin-2-amine C1(CC1)C=1C=NN2C1N=C(C=C2)C2=CNC=1N=C(N=CC12)NCC1(CC1)F